ClC=1C(=NC(=NC1)N[C@H]1CN(CCC1)CCCCCCCCCCC(=O)O)NC1=C(C=CC=C1)S(=O)(=O)C(C)C (R)-11-(3-((5-chloro-4-((2-(isopropylsulfonyl)phenyl)amino)pyrimidin-2-yl)amino)piperidin-1-yl)undecanoic acid